OC1(CC2C=C(CC2C1)B1OC(C(O1)(C)C)(C)C)C1=CC(=NN1C)OCC(C)=O 1-((5-(2-hydroxy-5-(4,4,5,5-tetramethyl-1,3,2-dioxaborolan-2-yl)-1,2,3,3a,4,6a-hexahydropentalen-2-yl)-1-methyl-1H-pyrazol-3-yl)oxy)propan-2-one